(S)-2-(3-((S)-but-3-en-2-yl)-5-hydroxy-4,6-dioxo-7-((2,4,6-trifluorobenzyl) carbamoyl)-2,3,4,6-tetrahydro-1H-pyrido[2,1-f][1,2,4]triazin-1-yl)but-3-en-1-yl acetate C(C)(=O)OC[C@H](C=C)N1N2C(C(N(C1)[C@@H](C)C=C)=O)=C(C(C(=C2)C(NCC2=C(C=C(C=C2F)F)F)=O)=O)O